2-[(3R)-1-[(tert-butoxy)carbonyl]piperidin-3-yl]acetic acid C(C)(C)(C)OC(=O)N1C[C@H](CCC1)CC(=O)O